C(C)(=O)O[C@H](C(=O)N[C@H](C(=O)OC(C)C)CCC(C=[N+]=[N-])=O)CC1=CNC2=C(C=CC=C12)F isopropyl (S)-2-((S)-2-acetoxy-3-(7-fluoro-1H-indol-3-yl) propanamido)-6-diazo-5-oxohexanoate